C[N+]1(CCOCC1)CCC 4-methyl-4-propyl-morpholinium